C(=O)(C=C)N1CCN(CC1)C(=O)C=C 1,4-bisacryl-piperazine